IC=1C=C(C2=C(C(=CS2)CC(F)(F)F)C1)C(=O)O 5-iodo-3-(2,2,2-trifluoroethyl)benzothiophene-7-carboxylic acid